(cis)-3-((5-cyano-1H-pyrrolo[2,3-b]pyridin-4-yl)amino)-4-ethyl-N-(3-methylbutan-2-yl)pyrrolidine-1-carboxamide lithium phosphite salt P([O-])([O-])[O-].[Li+].C(#N)C=1C(=C2C(=NC1)NC=C2)N[C@@H]2CN(C[C@@H]2CC)C(=O)NC(C)C(C)C.[Li+].[Li+]